Cl.NCC=1C=C(C=C(C1SC1=NC=CC=C1CO)Cl)C1=CC=C(C=C1)S(=O)(=O)N 4-[3-(aminomethyl)-5-chloro-4-{[3-(hydroxymethyl)pyridin-2-yl]sulfanyl}phenyl]benzene-1-sulfonamide hydrochloride